tert-butyl (4-(2,6-bis(benzyloxy) pyridin-3-yl)-2-fluorophenyl)-2,7-diazaspiro[3.5]nonane-2-carboxylate C(C1=CC=CC=C1)OC1=NC(=CC=C1C1=CC(=C(C=C1)C1N(CC12CCNCC2)C(=O)OC(C)(C)C)F)OCC2=CC=CC=C2